ClC=1C=C(C=C(C1)C#N)C=1C=C2C(=NN(C2=CC1)C(C)C)COC1=C(C=CC=C1)CC(=O)OCC ethyl 2-(2-((5-(3-chloro-5-cyanophenyl)-1-isopropyl-1H-indazol-3-yl)methoxy)phenyl)acetate